COC(\C=C\C1=CC(=CC=C1)NCC12CCC(CC1)(CC2)C2=NC(=NO2)C)=O.NC=2C=C(OC1=CC(=CC=C1)OC1=CC(=CC=C1)N)C=CC2 1,3-bis(3-Aminophenoxy)Benzene methyl-(E)-3-(3-(((4-(3-methyl-1,2,4-oxadiazol-5-yl)bicyclo[2.2.2]octan-1-yl)methyl)amino)phenyl)acrylate